di(3-toluyl) sulfone C1(=CC(=CC=C1)S(=O)(=O)C=1C=C(C=CC1)C)C